3-amino-3-[(1-{[(tert-butoxy)carbonyl]oxy}-3-ethoxy-1,3-dioxoprop-2-yl)carbamoyl]propionic acid NC(CC(=O)O)C(NC(C(=O)OC(=O)OC(C)(C)C)C(=O)OCC)=O